N,N-dioctadecyl-L-glutamine C(CCCCCCCCCCCCCCCCC)N([C@@H](CCC(N)=O)C(=O)O)CCCCCCCCCCCCCCCCCC